ClC1=C(OC2=CC=CC3=C2NC(=NS3(=O)=O)NCC3=CC2=CC=CC=C2C=C3)C=CC=C1 5-(2-chlorophenoxy)-3-((naphthalen-2-ylmethyl)amino)-4H-benzo[e][1,2,4]thiadiazine 1,1-dioxide